acetyl-(norbornadiene) rhodium [Rh].C(C)(=O)C1=C2CCC(=C1)C2